BrC1=CC(=C(COC2=CC=CC(=N2)C2=CC(=C(CC3=NC4=C(N3CCOC)C=C(C=C4)C(=O)OC(C)(C)C)C=C2F)F)C=C1)F Tert-butyl 2-(4-(6-((4-bromo-2-fluorobenzyl) oxy) pyridin-2-yl)-2,5-difluorobenzyl)-1-(2-methoxyethyl)-1H-benzo[d]imidazole-6-carboxylate